[5-(2-Fluoro-phenyl)-1-(pyridine-3-sulfonyl)-1H-pyrrol-3-yl]-methanol FC1=C(C=CC=C1)C1=CC(=CN1S(=O)(=O)C=1C=NC=CC1)CO